Potassium iron hydride [FeH2].[K]